(10S)-N-(4-([1,2,4]triazolo[1,5-a]pyridin-7-yloxy)phenyl)-8,9,10,11-tetrahydro-7H-6,10-methanopyrimido[4',5':5,6]pyrido[3,2-b][1,4,7]oxadiazonin-4-amine N=1C=NN2C1C=C(C=C2)OC2=CC=C(C=C2)NC2=NC=NC1=CC=3OC[C@H]4NCCN(C3N=C12)C4